4-benzhydryl-6-trifluoromethylaniline C(C1=CC=CC=C1)(C1=CC=CC=C1)C1=CC=C(N)C(=C1)C(F)(F)F